N1(CCC2=CC=CC=C12)CCOC1=CC=C(C=C1)CC1C(NC(S1)=O)=O 5-{[4-(2-(2,3-dihydroindol-1-yl)ethoxy)phenyl]methyl}-thiazolidine-2,4-dione